CN1CCN(CC1)C1=NC=CC(=C1)NC=1N=CC2=C(N1)NC=C2C=2C=C1N=C(C=NC1=CC2)OC2CCN(CC2)C N-(2-(4-methylpiperazin-1-yl)pyridin-4-yl)-5-(3-((1-methylpiperidin-4-yl)oxy)quinoxalin-6-yl)-7H-pyrrolo[2,3-d]pyrimidin-2-amine